[3-chloro-2-(4,4-dimethyl-1-piperidyl)-N-[[5-(dimethylsulfamoyl)-2-thienyl]sulfonyl]anilino]methyl dihydrogen phosphate P(=O)(OCN(C1=C(C(=CC=C1)Cl)N1CCC(CC1)(C)C)S(=O)(=O)C=1SC(=CC1)S(N(C)C)(=O)=O)(O)O